ClC1=C(C(=O)OC)C=CC(=C1)NC(=O)C=1N(C(=CN1)C1=C(C(=C(C=C1)OC)F)F)C methyl 2-chloro-4-[[5-(2,3-difluoro-4-methoxy-phenyl)-1-methyl-imidazole-2-carbonyl] amino]benzoate